(S)-5-((1-(7-chloro-3-oxo-3,4-dihydroquinoxalin-2-yl)ethyl)amino)-1-methyl-6-oxo-1,6-dihydropyridine-2-carbonitrile ClC1=CC=C2NC(C(=NC2=C1)[C@H](C)NC1=CC=C(N(C1=O)C)C#N)=O